3-octylpropyl thioether C(CCCCCCC)CCCSCCCCCCCCCCC